C(#N)[C@H](CC1=CC=C(C=C1)C=1C=CC2=C(N(C(O2)=O)C)C1)NC(=O)[C@@H]1CNCCCCC1 |o1:24| (3S*)-N-[(1S)-1-cyano-2-[4-(3-methyl-2-oxo-2,3-dihydro-1,3-benzoxazol-5-yl)phenyl]ethyl]azocane-3-carboxamide